N,N-bis[3-(trimethoxysilyl)propyl]2-propen-1-amine CO[Si](CCCN(CC=C)CCC[Si](OC)(OC)OC)(OC)OC